4-CHLORO-2-FLUOROPYRIDINE-3-CARBOXALDEHYDE ClC1=C(C(=NC=C1)F)C=O